tert-butyl 4-(6-hydroxy-2-methyl-3-pyridyl)piperidine-1-carboxylate OC1=CC=C(C(=N1)C)C1CCN(CC1)C(=O)OC(C)(C)C